2-methylsulfanyl-4,6-dichloro-5-pyrimidine-carbaldehyde CSC1=NC(=C(C(=N1)Cl)C=O)Cl